N1CC(C1)N1CC2(C1)CCC(CC2)N2N=C(C=1C2=NC=NC1N)C1=CC=C(C=C1)OC1=CC=CC=C1 1-(2-(azetidin-3-yl)-2-azaspiro[3.5]non-7-yl)-3-(4-phenoxyphenyl)-1H-pyrazolo[3,4-d]pyrimidin-4-amine